C(C)N1C2=C([C@@H]([C@H](C1=O)NC(C1=CC(=CC=C1)C(F)(F)F)=O)C=1C=C(CNC(=O)C=3CNCC3)C=CC1)C(=NN2C2=CC=CC=C2)C N-(3-((4S,5R)-7-ethyl-3-methyl-6-oxo-1-phenyl-5-(3-(trifluoromethyl)benzamido)-4,5,6,7-tetrahydro-1H-pyrazolo[3,4-b]pyridin-4-yl)benzyl)-2,5-dihydro-1H-pyrrole-3-carboxamide